C(C)(C)(C)N1C=NC=2C1=NC(=CC2)C2=CC(=NC=C2Cl)N[C@H]2[C@@H](CNCC2)O (3R,4R)-4-{[4-(3-tert-butyl-3H-imidazo[4,5-b]pyridin-5-yl)-5-chloropyridin-2-yl]amino}piperidin-3-ol